CC(=O)N[C@@H]1[C@H]([C@@H]([C@H](O[C@@H]1O[C@H]2[C@H]([C@@H]([C@H](O[C@@H]2O[C@@H]3[C@@H]([C@H](O[C@@H]([C@H]3O[C@H]4[C@@H]([C@H]([C@@H]([C@H](O4)CO)O)O)O)[C@H](CO)O)O[C@@H]5[C@@H](C[C@@](O[C@@H]5[C@@H](CO)O)(C(=O)O)O)O[C@@]6(C[C@H]([C@H]([C@H](O6)[C@@H](CO)O)O)O)C(=O)O)O)[C@H](CO)O)O)O)CO)O)O The molecule is a branched amino hexasaccharide consisting of a linear chain of a N-acetyl-alpha-D-glucosamine residue, two L-glycero-alpha-D-manno-heptose (Hep) residues and a 3-deoxy-alpha-D-manno-oct-2-ulosonic acid (Kdo) residue in a (1->2), (->3), (1->5) sequence, to the Hep residue nearest to the Kdo is linked also (1->4) a beta-D-glucose residue, with the Kdo residue also carrying a further Kdo residue linked (2->4). Corresponds to a fragment of an inner core lipooligosaccharide epitope from Neisseria meningitidis. It is an amino hexasaccharide and a glucosamine oligosaccharide.